alpha-methyl-1,3-dioxolan-2-heptanol CC(CCCCCCC1OCCO1)O